ethyl allenylformate C(=C=C)C(=O)OCC